(4-hydroxyphenyl)-1-((tetrahydro-2H-pyran-2-yl)methyl)pyrimidin-2(1H)-one OC1=CC=C(C=C1)C1=NC(N(C=C1)CC1OCCCC1)=O